di((Z)-non-2-en-1-yl) 11-azidohenicosanedioate N(=[N+]=[N-])C(CCCCCCCCCC(=O)OC\C=C/CCCCCC)CCCCCCCCCC(=O)OC\C=C/CCCCCC